(1S,4S)-N-[5-(2-chloro-6-methyl-4-pyridinyl)-4-(3-cyanophenyl)thiazol-2-yl]-2,5-diazabicyclo[2.2.1]heptane-2-carboxamide ClC1=NC(=CC(=C1)C1=C(N=C(S1)NC(=O)N1[C@@H]2CN[C@H](C1)C2)C2=CC(=CC=C2)C#N)C